C1=C(C=CC2=CC=CC=C12)C1=NN(C=C1/C=C/C(=O)N[C@@H](CCSC)C(=O)O)C1=CC=CC=C1 (E)-(3-(3-(naphthalen-2-yl)-1-phenyl-1H-pyrazol-4-yl)acryloyl)-L-methionine